C1(CC1)C1=C(C(=NO1)C1=C(C=CC=C1Cl)Cl)COCC12CCC(CC1)(CC2)C=2OC1=C(N2)C=CC=C1 2-(4-(((5-Cyclopropyl-3-(2,6-dichlorophenyl)isoxazol-4-yl)methoxy)methyl)bicyclo[2.2.2]octan-1-yl)benzo[d]oxazol